3-(methoxymethylidene)-1-methylcyclobutane-1-carbonitrile COC=C1CC(C1)(C#N)C